8-(2-(4H-1,2,4-triazol-4-yl)ethoxy)-N-(2-((3aS,6aR)-hexahydro-1H-furo[3,4-b]pyrrol-1-yl)pyrimidin-4-yl)-5-isopropylisoquinolin-3-amine N=1N=CN(C1)CCOC=1C=CC(=C2C=C(N=CC12)NC1=NC(=NC=C1)N1[C@@H]2[C@H](CC1)COC2)C(C)C